C(C)(C)(C)OC(=O)N1CCC(CC1)C1=CC2=C(C3=C(N=CN=C3Cl)N2C(=O)OC(C)(C)C)N=C1 tert-butyl 7-(1-(tert-butoxycarbonyl) piperidin-4-yl)-4-chloro-9H-pyrido[2',3':4,5]pyrrolo[2,3-d]pyrimidine-9-carboxylate